4-Methoxy-6-(1-methoxyethyl)benzo[d]isoxazol-3-amine COC1=CC(=CC2=C1C(=NO2)N)C(C)OC